((R)-piperidin-3-yl)methanone N1C[C@@H](CCC1)C=O